(1R,5S)-3-(7-bromo-8-fluoro-2-(((S)-1-methylpyrrolidin-2-yl)methoxy)quinazolin-4-yl)-3,8-diazabicyclo[3.2.1]octane-8-carboxylic acid tert-butyl ester C(C)(C)(C)OC(=O)N1[C@H]2CN(C[C@@H]1CC2)C2=NC(=NC1=C(C(=CC=C21)Br)F)OC[C@H]2N(CCC2)C